N-[3-methyl-1-[5-methyl-2-[(1-methylpyrazol-4-yl)amino]-4-pyridyl]indol-5-yl]prop-2-enamide CC1=CN(C2=CC=C(C=C12)NC(C=C)=O)C1=CC(=NC=C1C)NC=1C=NN(C1)C